C(C)(C)(C)C1CCC(CC1)C(=O)NC1=CC(=C(C=C1)C1CCOCC1)C=1N=NN(N1)C(C1=CC=CC=C1)(C1=CC=CC=C1)C1=CC=CC=C1 4-(tert-butyl)-N-(4-(tetrahydro-2H-pyran-4-yl)-3-(2-trityl-2H-tetrazol-5-yl)phenyl)cyclohexane-1-carboxamide